FC1=CC(=C2C=C(N(C2=C1F)CCNC1=NC=NC(=C1)C=1C=C2C=CNC2=CC1)C)OC [2-(6,7-Difluoro-4-methoxy-2-methyl-indol-1-yl)-ethyl]-[6-(1H-indol-5-yl)-pyrimidin-4-yl]-amin